8-(1-aminoethyl)-6-fluoro-3-methyl-2-morpholinoquinazolin-4(3H)-one NC(C)C=1C=C(C=C2C(N(C(=NC12)N1CCOCC1)C)=O)F